N-((7-(5-(difluoromethyl)-1,3,4-oxadiazol-2-yl)imidazo[1,2-a]pyridin-2-yl)methyl)-N-(3-fluorophenyl)-1-isopropylpiperidine-4-carboxamide FC(C1=NN=C(O1)C1=CC=2N(C=C1)C=C(N2)CN(C(=O)C2CCN(CC2)C(C)C)C2=CC(=CC=C2)F)F